Nonyleneglycol C(CCCCCCCCO)O